FC(CNC=1N=C(C2=C(N1)NC=C2C=2C=CC=1N(N2)C=CN1)OC)(C)C N-(2-fluoro-2-methylpropyl)-5-(imidazo[1,2-b]pyridazin-6-yl)-4-methoxy-7H-pyrrolo[2,3-d]pyrimidin-2-amine